C[Si]1(N[Si](C=C1)(C)C)C 2,2,5,5-tetramethyl-2,5-dihydro-1H-[1,2,5]azadisilole